N1N=CC(=C1)C1=NC2=CC=C3C(=C2C=2CCCCC12)C=CN3 7-(1H-pyrazol-4-yl)-8,9,10,11-tetrahydro-3H-pyrrolo[3,2-a]phenanthridine